1,2,4-Tris(methylene)cyclohexane C=C1C(CC(CC1)=C)=C